6-methyl-3-((1-methyl-1H-indazol-5-yl)methoxy)picolinaldehyde CC1=CC=C(C(=N1)C=O)OCC=1C=C2C=NN(C2=CC1)C